C(C=C)(=O)O.C(C=C)(=O)O.CN(C)C trimethylamine diacrylate